di-p-chlorobenzyl azodicarboxylate C1=CC(=CC=C1COC(=O)/N=N/C(=O)OCC2=CC=C(C=C2)Cl)Cl